FC=1C=CC=C2C=C(C(=NC12)C)C 8-fluoro-2,3-dimethylquinoline